COC(=O)[C@H](C(=O)N[C@@H](CC1=CC=C(C=C1)NS(=O)(=O)O)C=1N=C(SC1)C=1SC=CC1)CC(C)C 4-{(S)-2-[(S)-2-(methoxycarbonyl)-4-methylpentanoylamino]-2-[2-(thiophen-2-yl)thiazol-4-yl]ethyl}phenylaminosulfonic acid